(E)-7-(3-(2-methoxybenzylidene)-2,5-dioxopyrrolidinyl)heptanoate COC1=C(\C=C/2\C(N(C(C2)=O)CCCCCCC(=O)[O-])=O)C=CC=C1